tert-butyl N-{7-[6-(2-cyclopropyl-1-hydroxyethyl)-4-methylpyridin-3-yl]-2,6-naphthyridin-3-yl}-N-methylcarbamate C1(CC1)CC(O)C1=CC(=C(C=N1)C1=NC=C2C=C(N=CC2=C1)N(C(OC(C)(C)C)=O)C)C